{4-[(4-Fluorotetrahydropyran-4-yl)methyl]phenyl}boronic acid FC1(CCOCC1)CC1=CC=C(C=C1)B(O)O